COC(C1=C(C(=CC=C1)Cl)CBr)=O (bromomethyl)-3-chlorobenzoic acid methyl ester